BrC1=CN2C(S1)=C(C=N2)C(=O)NC=2C(=NC=C(C2)NC(CN2CC1C2=CC=CC1(C)C)=O)C 2-bromo-N-(5-(2-(3,3-dimethylbenzazetidin-1-yl)acetamido)-2-methylpyridin-3-yl)pyrazolo[5,1-b]Thiazole-7-carboxamide